ClC=1C=C(C=NC1)C1=NC(=C2N=CN(C2=N1)[C@H]1[C@@H]([C@@H]([C@H](O1)C(=O)NC)O)O)NCC1=NC(=CC=C1)C(F)(F)F (2S,3S,4R,5R)-5-(2-(5-chloropyridin-3-yl)-6-(((6-(trifluoromethyl)pyridin-2-yl)methyl)amino)-9H-purin-9-yl)-3,4-dihydroxyl-N-methyltetrahydrofuran-2-carboxamide